dioxolanone C1COC(=O)O1